3-(((5-(4-methoxybenzyl)-5-methyl-4,5-dihydro-1H-imidazol-2-yl)thio)methyl)-5,10-dihydrobenzo[e]thiazolo[3,2-a][1,3]diazepine dihydrochloride Cl.Cl.COC1=CC=C(CC2(CN=C(N2)SCC2=CSC=3N2CC2=C(CN3)C=CC=C2)C)C=C1